BrC1=CC2=C(S1)C(C=C(C2=O)Br)=O 2,5-dibromobenzo[b]thiophen-4,7-dione